(1-methyl-3-(pyridin-2-yl)-1H-pyrazol-4-yl)-6-(pyrimidin-5-yl)picolinamide CN1N=C(C(=C1)C=1C(=NC(=CC1)C=1C=NC=NC1)C(=O)N)C1=NC=CC=C1